NC1CCN(CC1)C1=C(C=NC2=CC=C(C=C12)C1=NC=CC(=C1N)C)C1=CC(=CC(=C1)F)F 2-[4-(4-aminopiperidin-1-yl)-3-(3,5-difluorophenyl)quinolin-6-yl]-4-methylpyridin-3-amine